N-(4-methyl-3-(2-morpholino-6-(2-((tetrahydro-2H-pyran-2-yl)oxy)ethoxy)pyridin-4-yl)phenyl)benzo[d][1,3]dioxole-5-carboxamide CC1=C(C=C(C=C1)NC(=O)C1=CC2=C(OCO2)C=C1)C1=CC(=NC(=C1)OCCOC1OCCCC1)N1CCOCC1